N-(2,4,6-tribromophenyl)-maleimide BrC1=C(C(=CC(=C1)Br)Br)N1C(C=CC1=O)=O